2-((R)-1-(1-(5-(methoxymethyl)pyrimidin-2-yl)piperidin-4-yl)ethoxy)-5-(6-(methylsulfonyl)pyridin-3-yl)thiazolo[5,4-b]pyridine COCC=1C=NC(=NC1)N1CCC(CC1)[C@@H](C)OC=1SC2=NC(=CC=C2N1)C=1C=NC(=CC1)S(=O)(=O)C